N-(2-chloro-6-methylphenyl)-4-(cyclopropylamino)-2-((4-(4-methylpiperazin-1-yl)phenyl)amino)pyrimidine-5-carboxamide ClC1=C(C(=CC=C1)C)NC(=O)C=1C(=NC(=NC1)NC1=CC=C(C=C1)N1CCN(CC1)C)NC1CC1